NC=1C=C(CN(C(OC(C)(C)C)=O)C2=CC(=NC=3N2N=CC3C(C)C)NC3CCOCC3)C=CC1 tert-butyl (3-aminobenzyl)(3-isopropyl-5-((tetrahydro-2H-pyran-4-yl)amino)pyrazolo[1,5-a]pyrimidin-7-yl)carbamate